(R)-2-(1-(2-(1-hydroxyethyl)-imidazo[4,5-d]pyrrolo[2,3-b]pyridin-1(6H)-yl)piperidin-4-yl)acetonitrile O[C@H](C)C1=NC=2C(=C3C(=NC2)NC=C3)N1N1CCC(CC1)CC#N